CN1N=CC2=C1C(N(N=C2C)CC(=O)N[C@@H](C)C2=CC=C(C=C2)C(F)(F)F)=O (S)-2-(1,4-Dimethyl-7-oxo-1,7-dihydro-6H-pyrazolo[3,4-d]pyridazin-6-yl)-N-(1-(4-(trifluoromethyl)phenyl)ethyl)acetamid